((2S,4R)-4-hydroxy-2-((bis(4-methoxyphenyl)(phenyl)methoxy)methyl)pyrrolidin-1-yl)((E)-2-{4-[(E)-2-(2,4-dinitrophenyl)ethenyl]phenyl}ethynyl)methanone O[C@@H]1C[C@H](N(C1)C(=O)C#CC1=CC=C(C=C1)\C=C\C1=C(C=C(C=C1)[N+](=O)[O-])[N+](=O)[O-])COC(C1=CC=CC=C1)(C1=CC=C(C=C1)OC)C1=CC=C(C=C1)OC